FC1=CC=C(C=C1)C1=C(C(=CC=C1)C1=CC=C(C=C1)F)S(=O)(=N)C 4,4''-Difluoro-2'-(S-methylsulfonimidoyl)-1,1':3',1''-terphenyl